C(C=C)C1=C(C(=C(C(=C1)OC)C1=C(C=C(C=C1C(C)C)C(C)C)C(C)C)P(C(C)(C)C)C(C)(C)C)OC allyl-(2-di-tert-butylphosphino-3,6-dimethoxy-2',4',6'-triisopropyl-1,1'-biphenyl)